FC1=CC(=C(C(=C1)C)O)C 4-Fluoro-2,6-dimethylphenol